chloromethyl triazolecarboxylate N1N=NC(=C1)C(=O)OCCl